C(C1=CC=CC=C1)N1C(C=2N(CC1C(=O)NCC1=CC=CC=C1)C=C(C(C2O)=O)C(=O)O)=O 2-benzyl-3-benzylaminocarbonyl-9-hydroxy-1,8-dioxo-1,3,4,8-tetrahydro-2H-pyrido[1,2-a]pyrazine-7-carboxylic acid